ClC1=CC=C(O1)C1C(=NN(C1(C(=O)NCC(=O)OC)C)C1=C(C=C(C=C1)F)F)C1=C(C=C(C=C1)F)F Methyl 2-(4-(5-chlorofuran-2-yl)-1,3-bis(2,4-difluorophenyl)-5-methyl-4,5-dihydro-1H-pyrazole-5-carboxamido)acetate